1-bromo-4-(1,1-difluoroallyl)benzene BrC1=CC=C(C=C1)C(C=C)(F)F